ClC1=NC2=C(C=C(C=C2C(=N1)N(C(C)C=1N(N=CN1)C1=NC=CC=N1)CC1CC1)C(F)(F)F)Cl 2,8-dichloro-N-(cyclopropylmethyl)-N-[1-(2-pyrimidin-2-yl-1,2,4-triazol-3-yl)ethyl]-6-(trifluoromethyl)quinazolin-4-amine